8-methyl-6-(1-oxetan-3-yl-piperidin-4-yloxy)-2-(4-trifluoromethyl-pyridin-2-yl)-3H-quinazolin-4-one CC=1C=C(C=C2C(NC(=NC12)C1=NC=CC(=C1)C(F)(F)F)=O)OC1CCN(CC1)C1COC1